COC1=CC(=CC2=C1OC(CO2)C=2C=NC(=CC2)OC)CN2C=NC=1C2=NC=C(C1)N1N=CC=C1 3-((8-methoxy-2-(6-methoxypyridin-3-yl)-2,3-dihydrobenzo[b][1,4]dioxin-6-yl)methyl)-6-(1H-pyrazol-1-yl)-3H-imidazo[4,5-b]pyridine